C(CC)(=O)OC1(C(CCCC1)(F)F)F trifluoro-cyclohexyl propionate